3-cyclopropyl-7-[[4-(2,5-dimethylpyrazol-3-yl)-1,2,4-triazol-3-yl]amino]-N-(2-methylpropyl)-8,9-dihydro-7H-cyclopenta[H]isoquinoline-5-sulfonamide C1(CC1)C=1N=CC=2C3=C(C=C(C2C1)S(=O)(=O)NCC(C)C)C(CC3)NC3=NN=CN3C=3N(N=C(C3)C)C